tert-butyl 4-(5-hydroxypyrimidin-2-yl)-2-methyl-pyrazole-3-carboxylate OC=1C=NC(=NC1)C1=C(N(N=C1)C)C(=O)OC(C)(C)C